N-[1-(pyridin-2-yl)cyclobutyl]-5-[5-(trifluoromethyl)-1,2,4-oxadiazol-3-yl]pyrimidin-2-amine N1=C(C=CC=C1)C1(CCC1)NC1=NC=C(C=N1)C1=NOC(=N1)C(F)(F)F